4,4'-diazidomethylbiphenyl N(=[N+]=[N-])CC1=CC=C(C=C1)C1=CC=C(C=C1)CN=[N+]=[N-]